C(C)(C)OC[C@@H](C)N1C(=NC2=C1C=C(C=C2)C=2C=C(C(N(C2)C)=O)C)C2CCOCC2 (R)-5-(1-(1-Isopropoxypropan-2-yl)-2-(tetrahydro-2H-pyran-4-yl)-1H-benzo[d]imidazol-6-yl)-1,3-dimethylpyridin-2(1H)-one